4-(3-chloro-5-methyl-4-nitro-1H-pyrazol-1-yl)piperidine-1-carboxylic acid tert-butyl ester C(C)(C)(C)OC(=O)N1CCC(CC1)N1N=C(C(=C1C)[N+](=O)[O-])Cl